FC(C1=CC=C(C=C1)N1C[C@H]2N(C3=C1N=CC=N3)CCN(C2)C(C=C)=O)(F)F |o1:10| (R)- or (S)-1-(5-(4-(trifluoromethyl)phenyl)-5,6,6a,7,9,10-hexahydro-8H-dipyrazino[1,2-a:2',3'-e]pyrazin-8-yl)prop-2-en-1-one